1-amino-1-aminomethylcyclohexane NC1(CCCCC1)CN